1,2-dimethoxypropane cerium [Ce].COCC(C)OC